N-(5-(3-ethyl-4-oxo-3,4-dihydro-quinazolin-6-yl)pyridin-2-yl)pentanamide C(C)N1C=NC2=CC=C(C=C2C1=O)C=1C=CC(=NC1)NC(CCCC)=O